N-[2-(2,6-dioxo-3-piperidyl)-3-oxo-isoindolin-5-yl]-3H-imidazo[4,5-b]pyridine-6-carboxamide O=C1NC(CCC1N1CC2=CC=C(C=C2C1=O)NC(=O)C=1C=C2C(=NC1)NC=N2)=O